ClC1=CC=C(C=C1)C1=C(CCC(C1)(C)C)CN1CCN(CC1)C1=CC(=C(C=C1)S(=O)(=O)NC(C1=CC(=CC(=C1)[N+](=O)[O-])C)=O)OC=1C=C2C(=NC1)NC=C2 N-[4-[4-[[2-(4-chlorophenyl)-4,4-dimethylcyclohexen-1-yl]methyl]piperazin-1-yl]-2-(1H-pyrrolo[2,3-b]pyridin-5-yloxy)phenyl]sulfonyl-3-methyl-5-nitrobenzamide